FC1=C(C=CC=C1)C1C2C(N3C1=C(C=1C=CC=CC31)C)(C3=CC=CC=C3C2=O)C=2NC3=CC=CC=C3C2C 11-(2-fluorophenyl)-10-methyl-4b-(3-methyl-1H-indol-2-yl)-11,11a-dihydroindeno[2',1':4,5]pyrrolo[1,2-a]indol-12(4bH)-one